C(CCCCCC=CCCCCCCCCCCCCC)(=O)O 7-Heneicosenoic acid